5-fluoro-4-methoxy-6-[(1H-pyrazol-1-yl)methyl]-1,2-benzoxazol-3-amine FC=1C(=CC2=C(C(=NO2)N)C1OC)CN1N=CC=C1